ClC=1N=C(C=2N=C(N(C(C2N1)=O)C)C)C1=C(C=C(C=C1)C(F)(F)F)F 6-chloro-8-[2-fluoro-4-(trifluoromethyl)phenyl]-2,3-dimethyl-pyrimido[5,4-d]pyrimidin-4-one